N-(pyridin-3-ylmethyl)acetamide N1=CC(=CC=C1)CNC(C)=O